ClC=1C=C(C=C(C1)Cl)C1=NC(=CC(=C1)CN1CCC(CC1)CC[N+](C)(C)[O-])OC=1C=NC(=CC1)N1CCNCC1 2-(1-((2-(3,5-dichlorophenyl)-6-((6-(piperazin-1-yl)pyridin-3-yl)oxy)pyridin-4-yl)methyl)piperidin-4-yl)-N,N-dimethylethanamine oxide